CC1=CC=C(CNS(=O)(=O)C2=CC=C(C)C=C2)C=C1 N-(4-methylbenzyl)p-toluenesulfonamide